CC1=CC(=CC2=C1N=C(S2)NC(C2=CN=C(C=C2)C(F)(F)F)=O)C(=O)O 4-methyl-2-(6-(trifluoromethyl)nicotinamido)benzo[d]thiazole-6-carboxylic acid